ClC=1C(=NC(=NC1)NC1=C(C=C(C=C1)N1CCC(CC1)NCCCCC#CC1=C2CN(C(C2=CC=C1)=O)C1C(NC(CC1)=O)=O)OC)NC1=C(C=CC=C1)P(=O)(OC)OC 3-(4-(6-((1-(4-((5-chloro-4-((2-(dimethylphosphono)phenyl)amino)pyrimidin-2-yl)amino)-3-methoxyphenyl)piperidin-4-yl)amino)hex-1-yn-1-yl)-1-oxoisoindolin-2-yl)piperidine-2,6-dione